C1(CC1)COC1=CC(=NC=C1)C=1N=C(C2=C(N1)CCC2)N(CC(=O)NC=2C=NN(C2)C)C 2-({2-[4-(cyclopropylmethoxy)pyridin-2-yl]-5H,6H,7H-cyclopenta[d]pyrimidin-4-yl}(methyl)amino)-N-(1-methyl-1H-pyrazol-4-yl)acetamide